[C@H]12CN(C[C@H](CC1)N2)C2=NC(=NC1=C(C(=C(C=C21)F)C2=C1C=NNC1=CC(=C2Cl)C)F)OCC2(CC2)CN(C)C 1-(1-(((4-((1R,5S)-3,8-diazabicyclo[3.2.1]octan-3-yl)-7-(5-chloro-6-methyl-1H-indazol-4-yl)-6,8-difluoroquinazolin-2-yl)oxy)methyl)cyclopropyl)-N,N-dimethylmethanamine